FC(OC=1C(=NC=CC1)CO)F (3-(difluoromethoxy)pyridin-2-yl)methanol